tert-butyl (R)-2,2-dimethyl-4-((((R)-2-oxo-1-(1-(5-(trifluoromethyl)pyrimidin-2-yl)piperidin-4-yl)pyrrolidin-3-yl)oxy)methyl)oxazolidine-3-carboxylate CC1(OC[C@H](N1C(=O)OC(C)(C)C)CO[C@H]1C(N(CC1)C1CCN(CC1)C1=NC=C(C=N1)C(F)(F)F)=O)C